COC1=NC=CC(=C1C1=CNC2=NC(=CC=C21)NC(NCCN2CCNCC2)=O)OC 3-[3-(2,4-dimethoxypyridin-3-yl)-1H-pyrrolo[2,3-b]pyridin-6-yl]-1-[2-(piperazin-1-yl)ethyl]urea